COC1=CC=C(C(=O)OC=C)C=C1 vinyl p-methoxybenzoate